((3R)-4-amino-3-methyl-1,3-dihydrofuro[3,4-c]quinolin-8-yl)((3R,3aS,6aR)-3-phenylhexahydrocyclopenta[b]pyrrol-1(2H)-yl)methanone NC1=NC=2C=CC(=CC2C2=C1[C@H](OC2)C)C(=O)N2[C@H]1[C@H]([C@@H](C2)C2=CC=CC=C2)CCC1